C(C)O[Si](CCCN(CN(C1=NC(=NC(=N1)N(COCC)COCC)N(COCC)COCC)COCC)C)(OCC)OCC N-(5-triethoxysilyl-2-aza-2-methyl-pentyl)-N,N',N',N'',N''-pentakis-ethoxymethyl-[1,3,5]triazine-2,4,6-triamine